2-methylperfluorofluorene CC1=C(C=2C(C3=C(C(=C(C(=C3C2C(=C1F)F)F)F)F)F)(F)F)F